COC1=C2C(=CN=N1)NN=C2 4-methoxy-1H-pyrazolo[3,4-d]pyridazine